[1-(2,6-dioxo-3-piperidinyl)-3-methyl-2-oxo-benzoimidazol-5-yl]piperidine-1-carboxylic acid O=C1NC(CCC1N1C(N(C2=C1C=CC(=C2)C2N(CCCC2)C(=O)O)C)=O)=O